C(C)(=O)O[C@@H]1[C@H](O[C@H]([C@@H]1OC(C)=O)N1C=2N=C(NC(C2N=C1)=O)NC(C(C)C)=O)COCCOCCOCCO [(2R,3R,4R,5R)-4-Acetoxy-2-[2-[2-(2-hydroxyethoxy)ethoxy]-ethoxymethyl]-5-[2-(2-methylpropanoylamino)-6-oxo-1H-purin-9-yl]tetrahydrofuran-3-yl] acetate